tert-butyl (3R,4R)-4-aminotetrahydro-2H-pyran-3-ylcarbamate N[C@H]1[C@H](COCC1)NC(OC(C)(C)C)=O